C(#N)C=1C=C(OC2CCN(CC2)C2=NC(=NC=C2C#N)OC)C=CC1 4-(4-(3-cyanophenoxy)piperidin-1-yl)-2-methoxypyrimidine-5-carbonitrile